CN1CCC(CC1)NC(=O)C1=NC(=CC=C1)C1=CC=CC2=CC=C(C=C12)NC(C=C)=O N-(1-methylpiperidin-4-yl)-6-[7-(prop-2-enamido)naphthalen-1-yl]pyridine-2-carboxamide